O=C1NC(CCC1N1C(C2=C3C(C(=CC=C13)C1N(CCCC1)C(=O)OC(C)(C)C)=CC=C2)=O)=O tert-butyl 2-(1-(2,6-dioxopiperidin-3-yl)-2-oxo-1,2-dihydrobenzo[cd]indol-6-yl)piperidine-1-carboxylate